ClC=1C=C(C=C2C(NC=NC12)=O)C 8-chloro-6-methylquinazolin-4(3H)-one